trichloromethyl-methyl-triazine ClC(Cl)(Cl)C=1C(=NN=NC1)C